COC1=CC=C(COC2=NC=CC=C2)C=C1 2-((4-methoxybenzyl)oxy)pyridine